BrC1=C(N=CS1)CO (5-Bromothiazol-4-yl)methanol